2,2'-(Ethane-1,2-diylbis(5-carbamoyl-4-methoxy-1H-benzo[d]imidazole-1,2-diyl))bis(4-fluorobenzoic acid) C(CN1C(=NC2=C1C=CC(=C2OC)C(N)=O)C2=C(C(=O)O)C=CC(=C2)F)N2C(=NC1=C2C=CC(=C1OC)C(N)=O)C1=C(C(=O)O)C=CC(=C1)F